4-bromo-3-methyl-benzenesulfonyl chloride BrC1=C(C=C(C=C1)S(=O)(=O)Cl)C